FC=1C(=C(C=CC1F)[C@H]1[C@@H](O[C@]([C@H]1C)(C(F)(F)F)C)C(=O)NC1=CN=CC(=N1)C(=O)N)OC 6-[[(2R,3S,4S,5R)-3-(3,4-difluoro-2-methoxy-phenyl)-4,5-dimethyl-5-(trifluoromethyl)tetrahydrofuran-2-carbonyl]amino]pyrazine-2-carboxamide